ethyl 4-[4-[(tert-butoxycarbonyl)amino]butanamido]-1-methylimidazole-2-carboxylate C(C)(C)(C)OC(=O)NCCCC(=O)NC=1N=C(N(C1)C)C(=O)OCC